[Mg+2].[Fe+2].Cl(=O)[O-].Cl(=O)[O-].Cl(=O)[O-].Cl(=O)[O-] chlorite iron-magnesium